FC(C(=O)O)(F)F.NC1=NC2=CC(=CC=C2C=C1Br)O[C@H]1CC[C@]2([C@@H]1O[C@H]([C@@H]2O)N2C=C(C1=C2N=CN=C1N)CC)O (2R,3R,3aS,6S,6aR)-6-((2-amino-3-bromoquinolin-7-yl)oxy)-2-(4-amino-5-ethyl-7H-pyrrolo[2,3-d]pyrimidin-7-yl)hexahydro-3aH-cyclopenta[b]furan-3,3a-diol 2,2,2-trifluoroacetate